nickel-chromium-gold iron [Fe].[Au].[Cr].[Ni]